2-fluoro-4-(trifluoromethyl)aniline tert-butyl-N-[[3-methyl-7-[4-(trifluoromethoxy)phenyl]-4-vinyl-benzimidazol-5-yl]methyl]carbamate C(C)(C)(C)OC(NCC1=C(C2=C(N=CN2C)C(=C1)C1=CC=C(C=C1)OC(F)(F)F)C=C)=O.FC1=C(N)C=CC(=C1)C(F)(F)F